ClC(C(=O)O)(C(F)(Cl)Cl)Cl 2,2,3,3-tetrachloro-3-fluoropropionic acid